(3S)-4-[[5-chloro-2-[(5-cyano-3-pyridinyl)methoxy]-4-[(1R)-4-phenylindan-1-yl]oxy-phenyl]methylamino]-3-hydroxy-butyric acid ClC=1C(=CC(=C(C1)CNC[C@H](CC(=O)O)O)OCC=1C=NC=C(C1)C#N)O[C@@H]1CCC2=C(C=CC=C12)C1=CC=CC=C1